OCCCCCCCCCCOC1=CC=C(C=C1)C1=CC=C(C=C1)C#N 4-(hydroxydecyloxy)-4'-cyanobiphenyl